Sodium (2R,5R)-2-chloro-7-oxo-1,6-diazabicyclo[3.2.1]octan-6-yl sulphate S(=O)(=O)(ON1[C@@H]2CC[C@H](N(C1=O)C2)Cl)[O-].[Na+]